N1N=NC2=NC(=CC=C21)C=2C=NC=C(C(=O)O)C2 5-(1H-[1,2,3]triazolo[4,5-b]pyridin-5-yl)nicotinic acid